OC=1C=C2C=C(C(OC2=CC1)=O)C(=O)NCCN1CCNCC1 6-hydroxy-2-oxo-N-(2-(piperazin-1-yl)ethyl)-2H-chromene-3-carboxamide